FC=1C=CC(=NC1)C=O 5-fluoro-2-formylpyridine